(ethoxy)trimethylolpropane pentaacrylate C(C=C)(=O)O.C(C=C)(=O)O.C(C=C)(=O)O.C(C=C)(=O)O.C(C=C)(=O)O.C(C)OC(C(CO)(CO)CO)C